(2-Methoxy-4-(prop-1-en-2-yl)phenyl)boronic acid COC1=C(C=CC(=C1)C(=C)C)B(O)O